FC(C(=O)O)(F)F.N1(CCC1)CCNC1=NC2=CC=CC(=C2N=C1CC1=CC=CC=C1)C N-(2-(azetidin-1-yl)ethyl)-3-benzyl-5-methylquinoxaline-2-amine trifluoroacetate